3-(2'-ethylbiphenyl-4-yl)alanine Methyl-N-(cyanomethyl)-O-methyl-N-(2-((S)-5-oxo-1-(2,3,5-trifluorobenzyl)pyrrolidin-2-yl)acetyl)-L-threoninate C[C@](N(C(C[C@H]1N(C(CC1)=O)CC1=C(C(=CC(=C1)F)F)F)=O)CC#N)([C@H](OC)C)C(=O)O.C(C)C1=C(C=CC=C1)C1=CC=C(C=C1)C[C@H](N)C(=O)O